CN1C=NC=C1C=1C=CC=C(C1)O 5-(1-methyl-1H-imidazol-5-yl)phenol